4-isobutyl-2-(4-((1-methyl-7-oxo-1,7-dihydropyrazolo[1,5-a]pyrimidin-5-yl)methyl)piperazin-1-yl)benzonitrile C(C(C)C)C1=CC(=C(C#N)C=C1)N1CCN(CC1)CC=1N=C2N(C(C1)=O)N(C=C2)C